5-(2-bromophenyl)-1-phenyl-1H-pyrazole BrC1=C(C=CC=C1)C1=CC=NN1C1=CC=CC=C1